C1(=CC=C(C=C1)C1(C2=CC=CC=C2C=2C(=CC=CC12)C1=CC=C(C=C1)Cl)C1=CC=CC=C1)C1=CC=CC=C1 9-{[1,1'-Biphenyl]-4-yl}-4-(4-chlorophenyl)-9-phenylfluorene